1-[(2,4-difluorophenyl)methyl]-3-[(2,2-dimethyl-2,3-dihydro-1-benzofuran-5-yl)methyl]-1-(piperidin-4-yl)urea FC1=C(C=CC(=C1)F)CN(C(=O)NCC=1C=CC2=C(CC(O2)(C)C)C1)C1CCNCC1